(S)-tert-butyl (1-((2-(N,N-bis(4-methoxybenzyl)sulfamoyl)-4-iodo-3-(2-(4-methoxybenzyl)-2H-tetrazol-5-yl)phenyl)thio)propan-2-yl)carbamate COC1=CC=C(CN(S(=O)(=O)C2=C(C=CC(=C2C=2N=NN(N2)CC2=CC=C(C=C2)OC)I)SC[C@H](C)NC(OC(C)(C)C)=O)CC2=CC=C(C=C2)OC)C=C1